2-ethylhexyl 3-((6-cyano-3-(3,3-difluoropiperidin-1-yl)-1-isopropyl-1H-pyrrolo[3,2-b]pyridin-5-yl)thio)propionate C(#N)C=1C=C2C(=NC1SCCC(=O)OCC(CCCC)CC)C(=CN2C(C)C)N2CC(CCC2)(F)F